C12COCC2C1C1=NN(C=C1OC1=CC(=NC=C1)Cl)C1CC1 4-((3-(3-oxabicyclo[3.1.0]hexan-6-yl)-1-cyclopropyl-1H-pyrazol-4-yl)oxy)-2-chloropyridine